N4-(2-(methylsulfonyl)phenyl)-N6-(5-(1-(tetrahydrofuran-3-ylimino)ethyl)pyridin-2-yl)pyrimidine-4,6-diamine CS(=O)(=O)C1=C(C=CC=C1)NC1=NC=NC(=C1)NC1=NC=C(C=C1)C(C)=NC1COCC1